C(C1=CC=CC=C1)(=O)N1CCCCC1 1-Benzoyl-piperidin